The molecule is a pentacyclic triterpenoid that is ursa-12,20(30)-diene substituted by a carboxy group at position 28 and hydroxy groups at positions 2, 3 and 23. It is a phytoalexin isolated from the peel of unripe kiwi fruit Actinidia deliciosa. It has a role as a metabolite and a phytoalexin. It is a pentacyclic triterpenoid and a hydroxy monocarboxylic acid. It derives from a hydride of an ursane. C[C@@H]1[C@H]2C3=CC[C@H]4[C@]([C@@]3(CC[C@]2(CCC1=C)C(=O)O)C)(CC[C@@H]5[C@@]4(C[C@H]([C@@H]([C@@]5(C)CO)O)O)C)C